O[C@@H]1C[C@H]([N+](C1)(C)C)C(=O)O (2s,4r)-4-hydroxy-1,1-dimethyl-pyrrolidin-1-ium-2-carboxylic acid